COC(C1=C(C=C(C(=C1)F)C1=CC=CC=2CN(COC21)C(C2=C(C=C(C=C2Cl)N2[C@@H](C(C2)(OC)OC)C)Cl)=O)N2C1COCC2CC1)=O 4-[3-[2,6-Dichloro-4-[(2R)-3,3-dimethoxy-2-methylazetidin-1-yl]benzoyl]-2,4-dihydro-1,3-benzoxazin-8-yl]-5-fluoro-2-(3-oxa-8-azabicyclo[3.2.1]oct-8-yl)benzoic acid methyl ester